ClC=1C=C2[C@](NC(NC2=CC1CN1N=C(C=C1)CO)=O)(C(C)(F)F)C#CC1CC1 (S)-6-chloro-4-(cyclopropylethynyl)-4-(1,1-difluoroethyl)-7-((3-(hydroxymethyl)-1H-pyrazol-1-yl)methyl)-3,4-dihydroquinazolin-2(1H)-one